NCCCN1CC(CC1)O 1-(3-aminopropyl)pyrrolidin-3-ol